2-bromo-N-(3,4-dimethylphenyl)acetamide BrCC(=O)NC1=CC(=C(C=C1)C)C